BrC=1C=CC2=C(C=C(O2)C(=O)OC)C1 methyl 5-bromobenzofuran-2-carboxylate